(3R)-1-(2,2-difluoroethyl)pyrrolidin FC(CN1CCCC1)F